C1(=CC=C(C=C1)CN1N=C(N=C1)C(=O)N[C@@H]1C(N(C2=C(OC1)C=CC(=C2)C#CC(C)(C)O)C)=O)C2=CC=CC=C2 (S)-1-([1,1]-biphenyl-4-ylmethyl)-N-(7-(3-hydroxy-3-methylbut-1-yn-1-yl)-5-methyl-4-oxo-2,3,4,5-tetrahydrobenzo[b][1,4]oxazepin-3-yl)-1H-1,2,4-triazole-3-carboxamide